tert-butyl 5-(tert-butoxycarbonylamino)-2-iodo-pyrrolo[3,2-b]pyridine-1-carboxylate C(C)(C)(C)OC(=O)NC1=CC=C2C(=N1)C=C(N2C(=O)OC(C)(C)C)I